methyl 7-chloro-2,4-dimethyl-2-(4-oxocyclohexyl)-1,3-benzodioxole-5-carboxylate ClC1=CC(=C(C2=C1OC(O2)(C2CCC(CC2)=O)C)C)C(=O)OC